C1(=CC=CC=C1)O[Se](O)(=O)=O phenylselenic acid